5-(3-(trans-4-(4-chloro-3-fluorophenyl)-1-(2-methoxyethyl)pyrrolidin-3-yl)ureido)-N,4-dimethyl-1-phenyl-1H-pyrazole-3-carboxamide ClC1=C(C=C(C=C1)[C@H]1[C@@H](CN(C1)CCOC)NC(NC1=C(C(=NN1C1=CC=CC=C1)C(=O)NC)C)=O)F